FC1=CC=C(C=C1)NC(CC(=O)OCC)=O ethyl 3-((4-fluorophenyl)amino)-3-oxopropionate